N1=CN=C(C=C1)NNC(C1=C(C=C(C=C1)/C(=C/C(C(F)(F)F)C1=CC(=C(C(=C1)Cl)Cl)Cl)/F)C(F)(F)F)=O (Z)-N'-(pyrimidin-4-yl)-4-(1,4,4,4-tetrafluoro-3-(3,4,5-trichlorophenyl)but-1-en-1-yl)-2-(trifluoromethyl)benzoyl-hydrazine